C[N+]1=CC=C(C=C1)C2=C3C=CC(=C(C4=CC=C(N4)C(=C5C=CC(=N5)C(=C6C=CC2=N6)C7=CC=[N+](C=C7)C)C8=CC=[N+](C=C8)C)C9=CC=[N+](C=C9)C)N3 Trimethyl phenyl phosphate